C(C)C1(COC1)COCCCCO 3-ethyl-3-(4-hydroxybutoxymethyl)oxetan